COC(=O)C=1N=C(SC1C)C1=CC=C(C=C1)CN1CCN(CC1)C 5-methyl-2-(4-((4-methylpiperazin-1-yl)methyl)phenyl)thiazole-4-carboxylic acid methyl ester